imidazole-5(1H)-carboxylic acid ethyl ester C(C)OC(=O)C1=CN=CN1